BrC1=CN(C2=NC=C(C=C21)C(=O)OC)S(=O)(=O)C2=CC=C(C)C=C2 methyl 3-bromo-1-tosyl-1H-pyrrolo[2,3-b]pyridine-5-carboxylate